[1-(2-bromoethyl)-3-nitro-1H-pyrazol-5-yl]Methanol BrCCN1N=C(C=C1CO)[N+](=O)[O-]